C(CC)C1=NC2=C(N1CC1=CC=C(C=C1)C=1C(=CC=CC1)C(=O)O)C=C(C=C2C)C2=NC1=C(N2C)C=CC=C1 4'-[2-n-propyl-4-methyl-6-(1-methylbenzimidazol-2-yl)benzimidazol-1-ylmethyl]biphenyl-2-carboxylic acid